1-(5-((4-(2-methylthieno[2,3-d]pyrimidin-4-yl)piperidin-1-yl)methyl)-1-oxoisoindolin-2-yl)dihydropyrimidine-2,4(1H,3H)-dione CC=1N=C(C2=C(N1)SC=C2)C2CCN(CC2)CC=2C=C1CN(C(C1=CC2)=O)N2C(NC(CC2)=O)=O